C(C)(C)(C)OC(CC(CO)CO)=O 4-hydroxy-3-(hydroxymethyl)butanoic acid tert-butyl ester